(S)-4-(1-(2-(3-fluorobenzyl)-4,7-dihydro-5H-thieno[2,3-c]pyran-3-carboxamido)ethyl)benzoic acid FC=1C=C(CC2=C(C3=C(COCC3)S2)C(=O)N[C@@H](C)C2=CC=C(C(=O)O)C=C2)C=CC1